C1(CC1)C(CCCCCCCCCC)O 1-cyclopropyl-undecan-1-ol